N-ethyl-N',N'-dimethylurea C(C)NC(=O)N(C)C